9-(12-bromododecyl)-9H-carbazole BrCCCCCCCCCCCCN1C2=CC=CC=C2C=2C=CC=CC12